(E)-5-(4-(2-chlorostyryl)phenyl)-3-(3,4-dichlorophenyl)-isoxazole ClC1=C(/C=C/C2=CC=C(C=C2)C2=CC(=NO2)C2=CC(=C(C=C2)Cl)Cl)C=CC=C1